4-isopropyl-benzidine C(C)(C)C1(CC=C(C=C1)C1=CC=C(N)C=C1)N